6-(5-methyl-7-oxo-2,3-diphenyl-4,7-dihydropyrazolo[1,5-a]pyrimidin-6-yl)-2H-benzo[b][1,4]oxazin-3(4H)-one CC=1NC=2N(C(C1C1=CC3=C(OCC(N3)=O)C=C1)=O)N=C(C2C2=CC=CC=C2)C2=CC=CC=C2